ethyl 2-(4-(5-methylthiazol-4-yl)cyclohexyl)acetate CC1=C(N=CS1)C1CCC(CC1)CC(=O)OCC